BrC1=CC=C(OCC2(CN(CC2)C(C2=CC=C(C=C2)OC)=O)C(C(F)(F)F)O)C=C1 1-[3-(4-bromophenoxymethyl)-1-(4-methoxybenzoyl)pyrrolidin-3-yl]-2,2,2-trifluoroethanol